C1(=CC=CC=C1)N1CCN(CC1)CC1=NC2=C(N1)C=C(C=C2)C(F)(F)F 2-((4-phenylpiperazin-1-yl)methyl)-6-(trifluoromethyl)-1H-benzo[d]imidazole